1-(5-fluoro-2-methylpyridin-3-yl)piperazine FC=1C=C(C(=NC1)C)N1CCNCC1